4,4-dimethyl-2-oxo-1-(3-(trifluoromethyl)-6,7,8,9-tetrahydropyrido[3,2-b]indolizin-7-yl)pyrrolidin CC1(CC(N(C1)C1CCN2C3=C(C=C2C1)C=C(C=N3)C(F)(F)F)=O)C